di(3-ethylphenyl)methane C(C)C=1C=C(C=CC1)CC1=CC(=CC=C1)CC